7-[5-(Fluoromethyl)-3-methylisoxazol-4-yl]-4-pyridin-2-yl-4,5-dihydroimidazo[1,5,4-de][1,4]benzoxazin-2(1H)-one trifluoroacetate FC(C(=O)O)(F)F.FCC1=C(C(=NO1)C)C1=CC=C2C=3N(C(COC31)C3=NC=CC=C3)C(N2)=O